OC1=C(C=O)C=CC(=C1)C=1C(=NC(=NC1)NC1=C(C=C(C=C1)N1CCC(CC1)N1CCN(CC1)C)OC)NC1=CC=CC=C1 2-hydroxy-4-(2-((2-methoxy-4-(4-(4-methylpiperazin-1-yl)piperidin-1-yl)phenyl)amino)-4-(phenylamino)pyrimidin-5-yl)benzaldehyde